Benzyl N-[(1R)-1-[[(3-amino-3-oxo-propyl)-(2-chloro-2-phenyl-acetyl)amino]carbamoyl]-3-methyl-butyl]carbamate NC(CCN(C(C(C1=CC=CC=C1)Cl)=O)NC(=O)[C@@H](CC(C)C)NC(OCC1=CC=CC=C1)=O)=O